BrC=1C=C2C(C3=NC4=CC(=CC=C4C(N3C2=CC1)=O)F)=O 8-bromo-3-fluoroindolo[2,1-b]quinazoline-6,12-dione